FC(C(=O)N[C@@H]1C[C@@H](NCC1)C)(OC1=CC=CC=C1)F 2,2-difluoro-N-((2S,4S)-2-methylpiperidin-4-yl)-2-phenoxyacetamide